ClC1=C(C=C(C=C1C)F)[C@H]1NCC[C@H]1O (2R,3R)-2-(2-chloro-5-fluoro-3-methyl-phenyl)pyrrolidine-3-ol